2-bromo-5-chloro-2,3-dihydro-1H-inden-1-one BrC1C(C2=CC=C(C=C2C1)Cl)=O